(4-hexylthienyl)tributyltin C(CCCCC)C=1C=C(SC1)[Sn](CCCC)(CCCC)CCCC